perylene silicon [Si].C1=CC=C2C=CC=C3C4=CC=CC5=CC=CC(C1=C23)=C45